ClC=1C(=NC(=NC1)NC1=C(C=C2CCN(CC2=C1)C)OC)N1N=C(C2=CC=CC=C12)C(=O)O 1-(5-Chloro-2-((6-methoxy-2-methyl-1,2,3,4-tetrahydroisoquinolin-7-yl)amino)pyrimidin-4-yl)-1H-indazole-3-carboxylic acid